FC(C(=O)O)(F)F.N1CC(CCC1)C(=O)N\N=C/C1=NC2=C(C=CC=C2C=C1)NS(=O)(=O)C1=CC=C(C=C1)C(F)(F)F (Z)-N-(2-((2-(Piperidine-3-carbonyl)hydrazineylidene)methyl)quinolin-8-yl)-4-(trifluoromethyl)benzenesulfonamide trifluoroacetate